NC1=C2C(=NC=N1)N(N=C2C)C(C)C=2C(=C(C(=C(C2)Cl)C)C2CN(C2)CCC(F)(F)F)OC 3-(3-{3-[1-(4-Amino-3-methyl-1H-pyrazolo[3,4-d]pyrimidin-1-yl)ethyl]-5-chloro-2-methoxy-6-methylphenyl}azetidin-1-yl)-1,1,1-trifluoropropan